ClC1=CN=C(S1)NC(C1=C(C=CC=C1)[N+](=O)[O-])=O N-(5-chlorothiazol-2-yl)-2-nitrobenzamide